OCCS(=O)(=O)NC1=CC(=C(C(=O)NC2=NC(=CC(=C2)C)N2CCOCC2)C=C1)N1CCC2(CC2)CC1 4-((2-Hydroxyethyl)sulfonamido)-N-(4-methyl-6-morpholinopyridin-2-yl)-2-(6-azaspiro[2.5]octan-6-yl)benzamide